CN(\C=C(/C(=O)OCC)\C(=O)C1(CC1)OC)C Ethyl (Z)-3-(dimethylamino)-2-(1-methoxycyclopropane-1-carbonyl)acrylate